2-cyano-3-(4-nitrophenyl)acrylic acid C(#N)C(C(=O)O)=CC1=CC=C(C=C1)[N+](=O)[O-]